OC1=CC=C(C=C1)C(C(=O)C1=CC=C(C=C1)O)=O 1,2-bis(4-hydroxyphenyl)ethane-1,2-dione